(E)-2-(2-chloro-8-methyl-6-(2-(3-methylbenzylidene)hydrazinyl)-9H-purin-9-yl)-1-phenylethan-1-one ClC1=NC(=C2N=C(N(C2=N1)CC(=O)C1=CC=CC=C1)C)N/N=C/C1=CC(=CC=C1)C